((2-(3'-(7-cyano-5-((3-cyanopyrrolidin-1-yl)methyl)benzo[d]oxazol-2-yl)-2,2'-dimethyl-[1,1'-biphenyl]-3-yl)-6-(difluoromethoxy)benzo[d]oxazol-5-yl)methyl)-L-proline C(#N)C1=CC(=CC=2N=C(OC21)C=2C(=C(C=CC2)C2=C(C(=CC=C2)C=2OC1=C(N2)C=C(C(=C1)OC(F)F)CN1[C@@H](CCC1)C(=O)O)C)C)CN1CC(CC1)C#N